CN1CC(C1)(C)[C@@](O)(C1=CC=C(C=C1)OC(F)(F)F)C1=CC=C(C=C1)OC=1C=NC=CC1 (S)-(1,3-Dimethyl-azetidin-3-yl)-[4-(pyridin-3-yloxy)-phenyl]-(4-trifluoromethoxy-phenyl)-methanol